C(C)(C)(C)OC(=O)N(CCC(=O)O)CC(=O)OCC 3-(tert-butyloxycarbonyl-ethoxycarbonylmethyl-amino)-propionic acid